ClC=1N=C(C=2OCC3N(C2N1)CCC3)Cl 2,4-Dichloro-6a,7,8,9-tetrahydro-6H-pyrimido[5,4-b]pyrrolo[1,2-d][1,4]oxazine